C(C1=CC=CC=C1)N1CCC(CC1)CCNC(=O)N1[C@@H](CN(CC1)C1=NC=C(C=C1F)C(F)(F)F)C (2R)-N-[2-(1-benzylpiperidin-4-yl)ethyl]-4-[3-fluoro-5-(trifluoromethyl)pyridin-2-yl]-2-methylpiperazine-1-carboxamide